FC1=CC=C(C=C1)C1=C(CCC(C1)(C)C)C(=O)N1[C@@H]2CN([C@H](C1)C2)CC=2C=C1CN(C(C1=CC2)=O)C2CNCCC2 3-(5-(((1S,4S)-5-(4'-fluoro-5,5-dimethyl-3,4,5,6-tetrahydro-[1,1'-biphenyl]-2-carbonyl)-2,5-diazabicyclo[2.2.1]heptan-2-yl)methyl)-1-oxoisoindolin-2-yl)piperidine